ethyl peroxyacetate C(C)(=O)OOCC